C1(=CC=CC=C1)CCOCCC(C)C 3-METHYLBUTYL 2-PHENYLETHYL ETHER